C(C1=CC=CC=C1)OC1=C(C(=CC(=C1)C(F)F)O)C(=O)N1CC2=C(C=C(C=C2CC1)OCCN(C)C)C(F)F (2-(Benzyloxy)-4-(difluoromethyl)-6-hydroxyphenyl)(8-(difluoromethyl)-6-(2-(dimethylamino)ethoxy)-3,4-dihydroisoquinolin-2(1H)-yl)methanone